5-((5-Chloro-2-(3-methylpiperidin-1-yl)pyrimidin-4-yl)-amino)-3-(3-hydroxy-3-methylbutyl)-1-methyl-1,3-dihydro-2H-benzo[d]imidazol-2-one ClC=1C(=NC(=NC1)N1CC(CCC1)C)NC1=CC2=C(N(C(N2CCC(C)(C)O)=O)C)C=C1